fluoro thymidine-5'-triphosphate P(O)(=O)(OP(=O)(O)OP(=O)(O)O)OC[C@@H]1[C@H](C[C@@](O1)(N1C(=O)NC(=O)C(C)=C1)F)O